The molecule is a pentacyclic triterpenoid that is oleanane which is substituted by hydroxy groups at the 3beta and 24 positions, and which has a double bond between positions 12 and 13. It derives from a beta-amyrin. It derives from a hydride of an oleanane. C[C@@]12CC[C@@]3(C(=CC[C@H]4[C@]3(CC[C@@H]5[C@@]4(CC[C@@H]([C@]5(C)CO)O)C)C)[C@@H]1CC(CC2)(C)C)C